C(C)NCCC1=CNC2=CC=CC=C12 3-(ethylaminoethyl)-indole